FC1=CC(=C(CCN)C=C1OC)OC 4-fluoro-2,5-dimethoxyphenethylamine